N1=C(C=CC=C1)CNCC1=C(C=CC=C1)CC1CNCCCN1 3-[[[[(2-pyridylmethyl)amino]methyl]phenyl]methyl]homopiperazine